3-chloro-4-((3aS,4S,6aR)-4-(dimethylamino)hexahydrocyclopenta[c]pyrrol-2(1H)-yl)-2,6-difluoro-N-(6-fluoropyridin-2-yl)-N-(4-methoxybenzyl)benzenesulfonamide ClC=1C(=C(C(=CC1N1C[C@H]2[C@@H](C1)[C@H](CC2)N(C)C)F)S(=O)(=O)N(CC2=CC=C(C=C2)OC)C2=NC(=CC=C2)F)F